2,5-dioxopyrrolidin-1-yl (1-((4-fluoro-2-(trifluoromethyl) phenyl) sulfonyl)-5-methoxypentan-2-yl) carbonate C(ON1C(CCC1=O)=O)(OC(CS(=O)(=O)C1=C(C=C(C=C1)F)C(F)(F)F)CCCOC)=O